Methyl (R)-4-(4-(tert-butoxycarbonyl)benzyl)-1-methyl-5-oxopiperazine-2-carboxylate C(C)(C)(C)OC(=O)C1=CC=C(CN2C[C@@H](N(CC2=O)C)C(=O)OC)C=C1